BrC1=CC=CC=2OC(OC21)(C)C2=NC=C(C=C2)Cl 2-(4-Bromo-2-methylbenzo[d][1,3]dioxol-2-yl)-5-chloropyridine